N1N=CC=C1CNC(C1=CC=C(C=C1)[C@@H]1CC2(CC(C2)C#N)CCN1CC1=C2C=CNC2=C(C=C1OC)C)=O N-((1H-pyrazol-5-yl)methyl)-4-((2R,4s,6S)-2-cyano-7-((5-methoxy-7-methyl-1H-indol-4-yl)methyl)-7-azaspiro[3.5]nonan-6-yl)benzamide